C(C1=CC=CC=C1)OC=1C=C(C=NC1)CNC(OC(C)(C)C)=O tert-butyl N-[(5-benzyloxy-3-pyridyl)methyl]carbamate